N-phenethylnicotinamide C(CC1=CC=CC=C1)NC(C1=CN=CC=C1)=O